N-(4'-hydroxy-3'-methoxy-(E)-cinnamoyl)-5-hydroxyphthalamic acid OC1=C(C=C(/C=C/C(=O)NC(C=2C(C(=O)O)=CC(=CC2)O)=O)C=C1)OC